NC(CCN(NC([C@H](CC(C)(C)C)NC(=O)C1=NC=CN=C1)=O)C(C(F)Cl)=O)=O N-((2S)-1-(2-(3-amino-3-oxopropyl)-2-(2-chloro-2-fluoroacetyl)hydrazineyl)-4,4-dimethyl-1-oxopentan-2-yl)pyrazine-2-carboxamide